4-aminocinnamic acid NC1=CC=C(C=CC(=O)O)C=C1